6-[(2,5-dichloropyrimidin-4-yl)amino]-1-methyl-3-(2-oxopropoxy)-1,2-dihydroquinolin-2-one ClC1=NC=C(C(=N1)NC=1C=C2C=C(C(N(C2=CC1)C)=O)OCC(C)=O)Cl